tert-butyl 4-(2-fluoro-4-methoxy-pyrimidin-5-yl)-3,6-dihydro-2H-pyridine-1-carboxylate FC1=NC=C(C(=N1)OC)C=1CCN(CC1)C(=O)OC(C)(C)C